NC1=C(C=CC(=C1)NCC1=CC=C(C=C1)O)NC(C(C(CCCCC)F)F)=O N-(2-amino-4-((4-hydroxybenzyl)amino)phenyl)-2,3-difluorooctanamide